dimethyl benzenephosphonate C1(=CC=CC=C1)P(OC)(=O)OC